4-[4-(6-bromo-9-methylsulfonyloxy-1,5-dihydro-3H-2,4-benzodioxepin-3-yl)-2-thiazolyl]-1-[2-(2,5-dimethylphenyl)acetyl]piperidine BrC1=CC=C(C=2COC(OCC21)C=2N=C(SC2)C2CCN(CC2)C(CC2=C(C=CC(=C2)C)C)=O)OS(=O)(=O)C